C(CC)OC(=O)C1(OC2=C(C(=CC(=C2CC1)C)C)C)C.ClC1=C(C=C(C=C1)OC1=CC=C(C=C1)OC)Cl 1,2-Dichloro-4-(4-methoxyphenoxy)benzene propyl-2,5,7,8-tetramethylchromane-2-carboxylate